OCCCC1=C(C=C(C=C1OC)B(O)O)OC (4-(3-hydroxypropyl)-3,5-dimethoxyphenyl)boronic acid